2-(difluoromethyl)-5-[5-[[4-(4-methylphenyl)triazol-1-yl]methyl]thiophen-2-yl]-1,3,4-oxadiazole FC(C=1OC(=NN1)C=1SC(=CC1)CN1N=NC(=C1)C1=CC=C(C=C1)C)F